trans-propyl 9,12-octadecadienoate C(CCCCCCC\C=C\CC=CCCCCC)(=O)OCCC